tert-butyl 2-((5-chloro-2-(2,6-dioxopiperidin-3-yl)-1-oxoisoindolin-4-yl)oxy)acetate ClC=1C(=C2CN(C(C2=CC1)=O)C1C(NC(CC1)=O)=O)OCC(=O)OC(C)(C)C